6,6-Dimethyl-7,8,9,10-tetrahydrobenzo[c]chromen-1-ol CC1(OC=2C=CC=C(C2C2=C1CCCC2)O)C